N-(3-cyanophenyl)-2-(3-fluoro-4-methoxyphenoxy)-4-(trifluoromethyl)benzamide C(#N)C=1C=C(C=CC1)NC(C1=C(C=C(C=C1)C(F)(F)F)OC1=CC(=C(C=C1)OC)F)=O